5-bromo-3-[3-[[ethyl(methyl)sulfamoyl]amino]-2,6-difluoro-benzoyl]-4-fluoro-1H-pyrrolo[2,3-b]pyridine BrC=1C(=C2C(=NC1)NC=C2C(C2=C(C(=CC=C2F)NS(N(C)CC)(=O)=O)F)=O)F